N4-(3-bromo-8-fluoroquinolin-6-yl)-N2-(4-((1s,3s)-3-(dimethylamino)cyclobutoxy)-3-methoxyphenyl)pyrimidine-2,4-diamine BrC=1C=NC2=C(C=C(C=C2C1)NC1=NC(=NC=C1)NC1=CC(=C(C=C1)OC1CC(C1)N(C)C)OC)F